[Pt+2].C(C)[Si](C(C(=O)CC)C(=O)CC)(OC)OC.C(C)[Si](C(C(=O)CC)C(=O)CC)(OC)OC bis[2-(ethyldimethoxysilyl)1,3-diethyl-1,3-propanedione] platinum (II)